OC1C[C@H](N(C1)C(=O)OC(C)(C)C)C(=O)OCCCCCCCOC(C(CCCCCCCC)CCCCCCCC)=O O1-tert-butyl O2-[7-(2-octyldecanoyloxy)heptyl] (2S)-4-hydroxypyrrolidine-1,2-dicarboxylate